C(C)(C)(C)P(C1=C(C=CC=C1)C1=C(C=C(C=C1C(C)C)C(C)C)C(C)C)C(C)(C)C 2-di-t-butylphosphino-2',4',6'-tri-i-propyl-1,1'-biphenyl